Ammonium Diisobutyl Sulfosuccinate S(=O)(=O)(O)C(C(=O)OCC(C)C)CC(=O)OCC(C)C.[NH4+]